Ethyl 5-{[2-(2-{[3-chloro-4'-(trifluoromethyl)biphenyl-4-yl]methoxy}phenyl)ethyl]amino}-5,6,7,8-tetrahydroquinoline-2-carboxylate dihydrochloride Cl.Cl.ClC=1C=C(C=CC1COC1=C(C=CC=C1)CCNC1C=2C=CC(=NC2CCC1)C(=O)OCC)C1=CC=C(C=C1)C(F)(F)F